1-heptyl-3-propylpyrrolium acetate C(C)(=O)[O-].C(CCCCCC)[NH+]1C=C(C=C1)CCC